rac-3-ethyl-5-phenyladamantane-1-carboxylic acid C(C)C12CC3(CC(CC(C1)(C3)C3=CC=CC=C3)C2)C(=O)O